C[C@@H]1[C@H](C1)NC(=O)C1=CC2=C(N=C(S2)N2C[C@H](NCC2)C)S1 N-((1S,2S)-2-methylcyclopropyl)-2-((R)-3-methylpiperazin-1-yl)thieno[2,3-d]thiazole-5-carboxamide